5-bromo-7-methoxy-1,2,3,4-tetrahydrophenanthrene BrC1=C2C=3CCCCC3C=CC2=CC(=C1)OC